((1r,4r)-4-((tert-butoxycarbonyl)-amino)-cyclohexyl)4-methylbenzenesulfonic acid methyl ester COS(=O)(=O)C1=C(C=C(C=C1)C)C1CCC(CC1)NC(=O)OC(C)(C)C